FC(C(=O)O)(F)F.N1=C(C=CC=C1)SSCCNC(=N)N 1-(2-(pyridin-2-yldisulfanyl)ethyl)guanidine trifluoroacetic acid salt